C(C1=CN=C(C=C1)SSC1=NC=C(C(=O)N)C=C1)(=O)N 6,6'-dithiodinicotinamide